(S)-4-(3-cyanobenzyl)-N-(5-methyl-4-oxo-2,3,4,5-tetrahydrobenzo[b][1,4]azazepin-3-yl)-1H-pyrazole-1-carboxamide C(#N)C=1C=C(CC=2C=NN(C2)C(=O)N[C@@H]2C(N(C3=C(NC2)C=CC=C3)C)=O)C=CC1